C(COCCOCCOCCOCCOCCOCCOCCOCCN=[N+]=[N-])N O-(2-Aminoethyl)-O'-(2-azidoethyl)heptaethylene glycol